N1N=CC=C1C1=NC2=CC=CC=C2C=C1COC1=CN=C(C=C1C=O)OC 5-((2-(1H-pyrazol-5-yl)quinolin-3-yl)methoxy)-2-methoxyisonicotinaldehyde